N-(2-amino-6-methylphenyl)-2-methyl-4-(1-methyl-1H-pyrazol-4-yl)benzene-1-sulfonamide NC1=C(C(=CC=C1)C)NS(=O)(=O)C1=C(C=C(C=C1)C=1C=NN(C1)C)C